C1(CCC1)OC1=NC(=NC=C1)C1=CC(=C(C(=C1)F)N1CC(CC1)CC(=O)O)F {1-[4-(4-cyclobutoxy-pyrimidin-2-yl)-2,6-difluoro-phenyl]-pyrrolidin-3-yl}-acetic acid